4-(3-amino-4-(2,4,5-trifluorophenyl)butanoyl)piperazin-2-one NC(CC(=O)N1CC(NCC1)=O)CC1=C(C=C(C(=C1)F)F)F